O=C1N[C@@H]([C@@H]2CC[C@@H]1N2)C(=O)OCC |&1:7| (1S,2S,SR)-ethyl 4-oxo-3,8-diazabicyclo[3.2.1]octane-2-carboxylate